1-(5-(2-fluorophenyl)-4-methoxy-1-((6-methoxypyridin-3-yl)sulfonyl)-1H-pyrrol-3-yl)-N-methylmethylamine fumarate C(\C=C\C(=O)O)(=O)O.FC1=C(C=CC=C1)C1=C(C(=CN1S(=O)(=O)C=1C=NC(=CC1)OC)CNC)OC